ethyl (2-cyano-2-(2-(3,5-dichloro-4-((1-oxo-2-(pyridin-4-yl)-1,2,3,4-tetrahydroisoquinolin-6-yl)oxy)phenyl)hydrazono)acetyl)carbamate C(#N)C(C(=O)NC(OCC)=O)=NNC1=CC(=C(C(=C1)Cl)OC=1C=C2CCN(C(C2=CC1)=O)C1=CC=NC=C1)Cl